NC=1C=CC(=NC1)C(C(C)(C)C=1C=NN(C1)CC)=O 1-(5-aminopyridin-2-yl)-2-(1-ethyl-1H-pyrazol-4-yl)-2-methylpropan-1-one